2-[4-(1-bicyclo[1.1.1]pentanyl)-5-chloro-2-methyl-phenyl]-4-oxo-1H-1,6-naphthyridine-5-carboxamide C12(CC(C1)C2)C2=CC(=C(C=C2Cl)C=2NC=1C=CN=C(C1C(C2)=O)C(=O)N)C